C1(CC1)C1=C(C(=NO1)C1(C(C1)(F)F)C)CO (5-cyclopropyl-3-(2,2-difluoro-1-methylcyclopropyl)isoxazol-4-yl)methanol